FC1=CC=C(C=C1)[C@H]1[C@@H](C1)NCC[C@@H](C(=O)N1CCN(CC1)S(=O)(=O)C)NC(C1=CC=C(C=C1)C(F)(F)F)=O N-((S)-4-((1R,2S)-2-(4-fluorophenyl)cyclopropylamino)-1-(4-(methylsulfonyl)piperazin-1-yl)-1-oxobutan-2-yl)-4-(trifluoromethyl)benzamide